3,6-diisopropylterephthalaldehyde C(C)(C)C=1C=C(C=O)C(=CC1C=O)C(C)C